FC1=CC=C(C(=O)NC2=NC(=CC=C2)C(=O)C2CCN(CC2)C)C=C1 4-fluoro-N-[6-(1-methylpiperidine-4-carbonyl)pyridin-2-yl]benzamide